aza-carbene-amine N=N